7,8-difluoro-1-oxo-1,2-dihydroisoquinolin FC1=CC=C2C=CNC(C2=C1F)=O